2-(3-hydroxyazetidin-1-yl)acetamide OC1CN(C1)CC(=O)N